CON(C(=O)C1=NC=C2N1C(CC1=CC=CC=C21)C)C N-methoxy-N,5-dimethyl-5,6-dihydroimidazo[5,1-a]isoquinoline-3-carboxamide